COC(C(C)C1=CC(=C(C(=C1)C(C)(C)C)O)N1N=C2C(=N1)C=CC=C2)=O 3-(2H-benzotriazol-2-yl)-5-(1,1-dimethylethyl)-4-hydroxy-phenylpropionic acid methyl ester